Sodium 3-(1-cyano-1-methyl-ethyl)-5-(trifluoromethoxy)benzoate C(#N)C(C)(C)C=1C=C(C(=O)[O-])C=C(C1)OC(F)(F)F.[Na+]